ClC1=C(C=CC=C1)C=1C(N(N=CC1)CCCCN1CCOCC1)=O 4-(2-chlorophenyl)-2-[4-(morpholin-4-yl)butyl]-2,3-dihydropyridazin-3-one